2-phenylpyridine-5,4-dibenzoate C1(=CC=CC=C1)C1=NC=C(C(=C1)C1=CC=CC=C1C(=O)[O-])C1=CC=CC=C1C(=O)[O-]